FC(OC1=NC=C(C(=C1)N1C(N(C2=C1C=CC(=C2)C(=O)O)C(C)C)=O)F)F 1-(2-(difluoromethoxy)-5-fluoropyridin-4-yl)-3-isopropyl-2-oxo-2,3-dihydro-1H-benzo[d]imidazole-5-carboxylic acid